1-(phenyl-2,6-d2)ethane-1-one tert-Butyl-3-bromo-2-ethyl-1H-indole-1-carboxylate C(C)(C)(C)OC(=O)N1C(=C(C2=CC=CC=C12)Br)CC.C1(=C(C=CC=C1[2H])[2H])C(C)=O